NN1C(=NC(=C1C(=O)O)C1=CC=C(C=C1)C(NC1=NC=C(C=C1)C)=O)[C@H]1N(CCCC1)C(=O)OC(C)(C)C (S)-1-amino-2-(1-(tert-butoxycarbonyl)piperidin-2-yl)-4-(4-((5-methylpyridin-2-yl)carbamoyl)phenyl)-1H-imidazole-5-carboxylic acid